(1R,3R,5R)-N-((S)-(4-chloro-2,5-difluorophenyl)(3-fluorooxetan-3-yl)methyl)-2-(3-(methylsulfonyl)benzoyl)-2-azabicyclo[3.1.0]hexane-3-carboxamide ClC1=CC(=C(C=C1F)[C@H](NC(=O)[C@@H]1N([C@@H]2C[C@@H]2C1)C(C1=CC(=CC=C1)S(=O)(=O)C)=O)C1(COC1)F)F